C1SC[C@H]2[C@@H]1CC(C2)O (3aR,5r,6aS)-hexahydro-1H-cyclopenta[c]thiophen-5-ol